CC=1C=C(C(=NC1)N1N=CC=N1)C(=O)N1[C@@H]2[C@@H](C[C@H](C1)C2)OC2=NC=C(C=C2)C(F)(F)F (5-methyl-2-(2H-1,2,3-triazol-2-yl)pyridin-3-yl)((1S,4R,6R)-6-((5-(trifluoromethyl)pyridin-2-yl)oxy)-2-azabicyclo[2.2.1]heptan-2-yl)methanone